C(C=C)(=O)N1CCN(CC1)C1=CC(=NC=2CN(CCC12)C1=CC=CC2=CC=CC(=C12)C)C(=O)N[C@@H](CN(C)C)C(C)C |r| rac-4-(4-acryloylpiperazin-1-yl)-N-(1-(dimethylamino)-3-methylbutan-2-yl)-7-(8-methylnaphthalen-1-yl)-5,6,7,8-tetrahydro-1,7-naphthyridine-2-carboxamide